NC1=NC2=CC(=CC=C2C=C1Cl)OC[C@@H]1[C@H]([C@H]([C@@H](S1)N1C=CC2=C1N=CN=C2N)O)O 7-[5-O-(2-Amino-3-chlorochinolin-7-yl)-4-thio-beta-D-ribofuranosyl]-7H-pyrrolo[2,3-d]pyrimidin-4-amin